2,5-diethyl-6-methyl-1,3-phenylenediamine C(C)C1=C(C(=C(C=C1N)CC)C)N